neryl salicylate C(C=1C(O)=CC=CC1)(=O)OC\C=C(\C)/CCC=C(C)C